2-fluoro-4-(1H-pyrazol-3-yl)benzoic acid FC1=C(C(=O)O)C=CC(=C1)C1=NNC=C1